Cl.CC=1C(=NC(=CN1)C1=CN=CN1C)C(=O)O 3-methyl-6-(1-methyl-1H-imidazol-5-yl)pyrazine-2-carboxylic acid hydrochloride